N1-((1r,3r,5r,7r)-adamantan-2-yl)-N2-(2-(5-(4-chloro-phenyl)-1-(2,4-dichloro-phenyl)-4-methyl-1H-pyrazol-3-yl)ethyl)ethane-1,2-diamine C12C(C3CC(CC(C1)C3)C2)NCCNCCC2=NN(C(=C2C)C2=CC=C(C=C2)Cl)C2=C(C=C(C=C2)Cl)Cl